Methyl 8-bromo-6-fluoro-4-carbonyl-1,4-dihydroquinoline-2-carboxylate BrC=1C=C(C=C2C(C=C(NC12)C(=O)OC)=C=O)F